C(#N)C1(CC1)NS(=O)(=O)C=1C=C2C(=NC(=NC2=C(C1)N1CCN(CC1)C(C(C)C)=O)C)C=1SC(=NN1)C(F)F N-(1-cyanocyclopropyl)-4-(5-(difluoromethyl)-1,3,4-thiadiazol-2-yl)-8-(4-isobutyrylpiperazin-1-yl)-2-methylquinazoline-6-sulfonamide